NC=1C=2N(C=CN1)C(=NC2C2=C(C=C(C(=O)NC1=NC=CC(=C1)N1CCN(CC1)C)C=C2)F)[C@H]2NCC1(CC1)C2 (S)-4-(8-amino-3-(5-azaspiro[2.4]hept-6-yl)imidazo[1,5-a]pyrazin-1-yl)-3-fluoro-N-(4-(4-methylpiperazin-1-yl)pyridin-2-yl)benzamide